CC1(CC2=C(NN=C2C(=O)O)CO1)C 5,5-dimethyl-4,7-dihydro-1H-pyrano[3,4-c]pyrazole-3-carboxylic acid